ClC=1C=C(C=CC1C(=O)N1CCN(CC1)C(=O)[C@@H]1[C@H](CNCC1)O)NC(=O)C=1N(C(=CN1)C1=C(C(=C(C=C1)OC)F)F)C N-[3-chloro-4-[4-[(3R,4S)-3-hydroxypiperidine-4-carbonyl]piperazine-1-carbonyl]phenyl]-5-(2,3-difluoro-4-methoxy-phenyl)-1-methyl-imidazole-2-carboxamide